CC(C)CCC[C@H]([C@H]1CC[C@@H]2[C@@]1(CC[C@H]3[C@H]2CC[C@@H]4[C@@]3(C=CC(=O)C4)C)C)C(=O)OC The molecule is a steroid ester that is methyl (5alpha)-cholest-1-en-21-oate substituted by an oxo group at position 3. Isolated from Hainan soft coral Dendronephthya studeri, it exhibits antitumour activity. It has a role as a coral metabolite. It is a cholestanoid, a steroid ester and a 3-oxo-Delta(1) steroid. It derives from a hydride of a 5alpha-cholestane.